2,2-dimethyl-3-(4-(4-(1-(pentan-3-yl)-1H-pyrazol-4-yl)pyrazolo[1,5-a]pyrazin-6-yl)-1H-pyrazol-1-yl)propan-1-ol CC(CO)(CN1N=CC(=C1)C=1N=C(C=2N(C1)N=CC2)C=2C=NN(C2)C(CC)CC)C